FC(C1=NOC(=N1)C1=NN2C(=NC=3C=CC=CC3C2=N1)NC=1C(N=CC=CC1)=O)(F)F (3R)-3-({2-[3-(trifluoromethyl)-1,2,4-oxadiazol-5-yl][1,2,4]triazolo[1,5-c]quinazolin-5-yl}amino)azepin-2-one